BrC=1C=C(C=NC1OC)NS(=O)(=O)C N-(5-bromo-6-methoxypyridin-3-yl)methanesulfonamide